ClC(=C[C@H]1C([C@@H]1C(=O)O[C@@H](C1=CC(=CC=C1)OC1=CC=CC=C1)C#N)(C)C)Cl (S)-α-cyano-3-phenoxybenzyl (1R)-trans-3-(2,2-dichlorovinyl)-2,2-dimethylcyclopropanecarboxylate